C(C1=CC=CC=C1)NC1=NC=NC(=C1\N=C\C1=CC(=C(OCCN2CCN(CC2)C(=O)OC(C)(C)C)C=C1Cl)OC)OC1(CC1)C tert-butyl (E)-4-(2-(4-(((4-(benzylamino)-6-(1-methylcyclopropoxy)pyrimidin-5-yl)imino)methyl)-5-chloro-2-methoxyphenoxy)ethyl)piperazine-1-carboxylate